N2-methyl-6-(1-methylindazol-6-yl)-1,3,5-triazine-2,4-diamine CNC1=NC(=NC(=N1)N)C1=CC=C2C=NN(C2=C1)C